OC(C)(C)C=1C=C(C=CC1)C=1C=C(C=CC1)[C@@H](C)NC(C1=C(C=CC(=C1)N1CCN(CC1)C)C)=O N-[(1R)-1-[3-[3-(1-Hydroxy-1-methyl-ethyl)phenyl]phenyl]ethyl]-2-methyl-5-(4-methylpiperazin-1-yl)benzamide